3-[(2S,3S)-2-amino-3-methylpentyl]-1-phenyl-3-{4'-propyl-[1,1'-biphenyl]-4-yl}urea N[C@H](CN(C(NC1=CC=CC=C1)=O)C1=CC=C(C=C1)C1=CC=C(C=C1)CCC)[C@H](CC)C